C(C)(C)(C)OC(=O)N1CC(C1)NC1=C(C=NC2=C(C(=C(C=C12)Cl)Br)F)[N+](=O)[O-] 3-((7-bromo-6-chloro-8-fluoro-3-nitroquinolin-4-yl)amino)azetidine-1-carboxylic acid tert-butyl ester